O.O.O.O.Br Hydrobromic acid tetrahydrate